1-(4-prop-2-ylcyclohexyl)ethanol CC(C)C1CCC(CC1)C(C)O